ClC1=C(C(=O)N2COC3=C(C2)C=CC=C3C3=CC(=C(C(=O)OC)C=C3F)OS(=O)(=O)C(F)(F)F)C(=CC(=C1)C=1C=NN(C1)C)Cl Methyl 4-[3-[2,6-dichloro-4-(1-methylpyrazol-4-yl)benzoyl]-2,4-dihydro-1,3-benzoxazin-8-yl]-5-fluoro-2-(trifluoromethylsulfonyloxy)benzoate